The molecule is a glycosylglucose consisting of beta-D-xylofuranose and beta-D-glucopyranose residues joined in sequence by a (1->6) glycosidic bond. It derives from a beta-D-xylofuranose and a beta-D-glucose. C([C@@H]1[C@@H]([C@H]([C@@H](O1)OC[C@@H]2[C@H]([C@@H]([C@H]([C@@H](O2)O)O)O)O)O)O)O